ClC=1C=C2C(=CC(=NC2=CC1)C(F)(F)F)NN1C[C@@H](CCC1)N (R)-N1-(6-chloro-2-(trifluoromethyl)quinolin-4-yl)piperidine-1,3-diamine